NC1=C2N=C(N(C2=NC=N1)C1CC(C(O1)CO)O)\C=C\C1=CSC=C1 5-(6-amino-8-((E)-2-(thiophen-3-yl)vinyl)-9H-purin-9-yl)-2-(hydroxymethyl)tetrahydrofuran-3-ol